((3-(pyrrolidin-1-ylmethyl)oxetan-3-yl)methyl)-2-(trifluoromethyl)benzene-1,4-diamine N1(CCCC1)CC1(COC1)CC=1C(=C(C=CC1N)N)C(F)(F)F